CC=1OC=2N=C(N=C(C2N1)N1CC2=C(CC1)N=C(S2)N)C 5-(2,5-dimethyloxazolo[5,4-d]pyrimidin-7-yl)-4,5,6,7-tetrahydro-thiazolo[5,4-c]pyridin-2-amine